NC1C(C(NCC1I)N1NC(CC1)C(O)OC)F [1-(4-amino-3-fluoro-5-iodopiperidin-2-yl)pyrazolidin-3-yl](methoxy)methanol